N1(CCC2=CC=CC=C12)CC=1C=C(C=C2C(C=C(OC12)N1CCOCC1)=O)C(=O)N(C)C 8-(indolin-1-ylmethyl)-N,N-dimethyl-2-morpholino-4-oxo-4H-chromene-6-carboxamide